CC=1OC(=CC1C(=O)O)C(F)(F)F 2-methyl-5-(trifluoromethyl)furan-3-carboxylic acid